C(C)(=O)OC1=C2C(=C3[C@@H](CN(C3=C1)C(=O)C13CC(C1)(C3)C(=O)N3C[C@H](C1=C4C(=C(C=C31)OC(C)=O)SC=C4C)CCl)CCl)C(=CS2)C (8S,8'S)-(bicyclo[1.1.1]pentane-1,3-dicarbonyl)bis(8-(chloromethyl)-1-methyl-7,8-dihydro-6H-thieno[3,2-e]indole-6,4-diyl) Diacetate